C(C)N(CCC)OCC(N1CCN(CC1)C1=NC=C(C=N1)C(F)(F)F)=O 1-(ethyl-(2-oxo-2-(4-(5-(trifluoromethyl)pyrimidin-2-yl)piperazin-1-yl)ethoxy)amino)propan